((3-bromo-2-fluorophenyl) imino) dimesylate S(C)(=O)(=O)ON(C1=C(C(=CC=C1)Br)F)OS(C)(=O)=O